3-(1-(2-azabicyclo[2.1.1]hexan-5-yl)-2-(1-(cyclopropanecarbonyl)-4-phenoxypyrrolidin-2-yl)-7-(2,3-dichlorophenyl)-6-fluoro-4-methyl-1H-pyrrolo[3,2-c]quinolin-8-yl)propanenitrile C12NCC(C1N1C(=CC=3C(=NC=4C(=C(C(=CC4C31)CCC#N)C3=C(C(=CC=C3)Cl)Cl)F)C)C3N(CC(C3)OC3=CC=CC=C3)C(=O)C3CC3)C2